C(O)C(C(C=O)C)(C)CO 3,3-dimethylol-1-oxobutan-2-ylmethane